[2H]C(C(CCC#C)(O[Si](C)(C)C(C)(C)C)C([2H])([2H])[2H])([2H])[2H] 1,1-bis(trideuteriomethyl)pent-4-ynoxy-tert-butyldimethyl-silane